ethyl 2-[(3R)-3-[2-[5-[(4,6-difluoro-1H-indol-5-yl)oxy]-2-fluoro-phenyl]-1H-imidazol-5-yl]-3-methyl-2H-benzofuran-7-yl]acetate FC1=C2C=CNC2=CC(=C1OC=1C=CC(=C(C1)C=1NC(=CN1)[C@@]1(COC2=C1C=CC=C2CC(=O)OCC)C)F)F